C(C)(C)(C)OC(=O)N1CCC(CC1)C=O 1-tert-Butoxycarbonylpiperidine-4-carbaldehyde